Benzyl (1S,3R)-3-(((tert-butyldimethylsilyl)oxy)methyl)-1-methyl-5-(1-(oxetan-3-yl)-1H-pyrazol-4-yl)-3,4-dihydroisoquinoline-2(1H)-carboxylate [Si](C)(C)(C(C)(C)C)OC[C@@H]1N([C@H](C2=CC=CC(=C2C1)C=1C=NN(C1)C1COC1)C)C(=O)OCC1=CC=CC=C1